FC1=CC=C(CC=2C=3N(C4=C(C2)N(CC4(C)C)C(CN4[C@H](CN[C@@H](C4)C)CN4C(=NC=C4)C)=O)N=CN3)C=C1 1-(4-(4-fluorobenzyl)-8,8-dimethyl-7,8-dihydro-6H-pyrrolo[2,3-e][1,2,4]triazolo[1,5-a]pyridin-6-yl)-2-((2R,5R)-5-methyl-2-((2-methyl-1H-imidazol-1-yl)methyl)piperazin-1-yl)ethan-1-one